(2-(1-methyl-1H-imidazol-4-yl)ethyl)piperidine-2,6-dione CN1C=NC(=C1)CCN1C(CCCC1=O)=O